5-chloro-3-(pyridinamido)benzofuran-2-carboxylic acid ClC=1C=CC2=C(C(=C(O2)C(=O)O)NC(=O)C2=NC=CC=C2)C1